CS(=O)(=O)C1=CC=C(C=C1)CC(=O)O 2-(4-(methylsulfonyl)phenyl)acetic acid